C12C(CC(CC1)C(=O)O)C(=O)OC2=O cis,cis-cyclohexane-1,2,4-tricarboxylic acid-1,2-anhydride